(1R,2R)-N-((S)-2-(dimethylamino)-3-(4-hydroxyphenyl)propyl)-2-methyl-2-phenylcyclopropane-1-carboxamide CN([C@H](CNC(=O)[C@H]1[C@@](C1)(C1=CC=CC=C1)C)CC1=CC=C(C=C1)O)C